C(C)(=O)NC1=C(C=CC=C1)C#C[C@H]1[C@H](OCC(N1[C@H](C(=O)OCC)CCC)=O)C1=CC=C(C=C1)Cl (S)-ethyl 2-((2R,3S)-3-((2-acetamidophenyl)ethynyl)-2-(4-chlorophenyl)-5-oxomorpholino)pentanoate